(7'S)-9'-(2,6-difluorophenyl)-3',7'-dimethyl-spiro[1,3-dioxolane-2,14'-18-thia-2,5,8-triazatetracyclo[8.8.0.02,6.011,17]octadeca-1(10),3,5,8,11(17)-pentaene] FC1=C(C(=CC=C1)F)C1=N[C@H](C2=NC=C(N2C=2SC=3CCC4(CCC3C12)OCCO4)C)C